(S)-N-(3-chloro-1-(5-(3-(2-chloro-7-(1-methoxyethyl)pyrazolo[1,5-a]pyrimidin-6-yl)ureido)-3-(trifluoromethyl)pyridin-2-yl)-1H-pyrazol-4-yl)-3,3-difluorocyclobutane-1-carboxamide ClC1=NN(C=C1NC(=O)C1CC(C1)(F)F)C1=NC=C(C=C1C(F)(F)F)NC(=O)NC=1C=NC=2N(C1[C@H](C)OC)N=C(C2)Cl